1-butyl-5-(1,3-dithian-2-ylidene)pyrimidine-2,4,6(1H,3H,5H)-trione C(CCC)N1C(NC(C(C1=O)=C1SCCCS1)=O)=O